2-amino-N-(4-hydroxybicyclo[2.2.2]oct-1-yl)-5-(4-(3-(2-methoxyethyl)-3-azabicyclo[3.1.0]hex-1-yl)phenyl)nicotinamide NC1=C(C(=O)NC23CCC(CC2)(CC3)O)C=C(C=N1)C1=CC=C(C=C1)C13CN(CC3C1)CCOC